(E)-10-hydroxy-4,8-dimethyldec-4-enal OCCC(CC/C=C(/CCC=O)\C)C